C(CCCCCCCCCCC)[Sn](CCCC)CCCCCCCCCCCC dilauryl-butyl-tin